1,1'-(1,1'-biphenyl)-4,4'-diylbis(4-hydroxybenzoate) C1(=CC=C(C=C1)C1(C(=O)[O-])CC=C(C=C1)O)C1=CC=C(C=C1)C1(C(=O)[O-])CC=C(C=C1)O